N(N)C1=NC=CC(=N1)C(F)(F)F 2-hydrazino-4-(trifluoromethyl)pyrimidine